C(C)(C)(C)OC(=O)NCC1=NN(C=2N=CC=C(C21)C(=O)OCC)C2=CC=C(C=C2)OC(F)F ethyl 3-[(tert-butoxycarbonylamino)methyl]-1-[4-(difluoromethoxy)phenyl]pyrazolo[3,4-b]pyridine-4-carboxylate